C(OC(=CC1CCCCCCC1)C(F)(F)F)(OCC)=O 1-cyclooctyl-3,3,3-trifluoroprop-1-en-2-yl ethyl carbonate